2-(4-(2-oxo-2-((5-(propylsulfonyl)-1H-benzo[d]imidazol-2-yl)amino)ethyl)phenoxy)nicotinamide O=C(CC1=CC=C(OC2=C(C(=O)N)C=CC=N2)C=C1)NC1=NC2=C(N1)C=CC(=C2)S(=O)(=O)CCC